C1(CC1)C1=C(C(=NO1)C1=C(C=CC=C1Cl)Cl)CO[C@H]1[C@@H]2CN([C@H](C1)C2)C2=CC=C(C=C2)CCCC(=O)O 4-{4-[(1S,4S,5R)-5-{[5-cyclopropyl-3-(2,6-dichlorophenyl)-1,2-oxazol-4-yl]methoxy}-2-azabicyclo[2.2.1]heptan-2-yl]phenyl}butanoic acid